rac-(1r,2r,4s,5r,6s)-N-(6-chloro-4-(trifluoromethyl)pyridin-2-yl)-6-hydroxy-4-(1-methyl-3-(trifluoromethyl)-1H-pyrazol-4-yl)-8-oxatricyclo[3.2.1.02,4]octane-2-carboxamide ClC1=CC(=CC(=N1)NC(=O)[C@]12[C@H]3C[C@@H]([C@@H]([C@@]2(C1)C=1C(=NN(C1)C)C(F)(F)F)O3)O)C(F)(F)F |r|